O1CCN(CC1)CCOC=1C=CC=NC1 5-(2-morpholinoethoxy)pyridine